3-nitrophenyl-diphenylsulfonium hexafluorophosphate F[P-](F)(F)(F)(F)F.[N+](=O)([O-])C=1C=C(C=CC1)[S+](C1=CC=CC=C1)C1=CC=CC=C1